(6S,12R)-20-(Ethylamino)-6,18-bis(trifluoromethyl)-22-oxa-3,4,16,21-tetraazatetracyclo[15.3.1.12,5.012,16]docosa-1(21),2,4,17,19-pentaen-6-ol C(C)NC1=CC(=C2N3CCC[C@H]3CCCCC[C@@](C3=NN=C(C1=N2)O3)(O)C(F)(F)F)C(F)(F)F